2-({4-[2-(4-Chloro-2-fluorophenyl)-7-fluoro-2-methyl-1,3-benzodioxol-4-yl]piperidin-1-yl}methyl)-1-[(2S)-oxetan-2-ylmethyl]-1H-benzimidazol ClC1=CC(=C(C=C1)C1(OC2=C(O1)C(=CC=C2C2CCN(CC2)CC2=NC1=C(N2C[C@H]2OCC2)C=CC=C1)F)C)F